1-((2-((2-chloro-3-(3'-chloro-5-(((2-hydroxyethyl)amino)methyl)-6-methoxy-[2,4'-bipyridin]-2'-yl)phenyl)amino)-3-fluoropyridin-4-yl)methyl)piperidine-4-carboxylic acid ClC1=C(C=CC=C1C1=NC=CC(=C1Cl)C1=NC(=C(C=C1)CNCCO)OC)NC1=NC=CC(=C1F)CN1CCC(CC1)C(=O)O